C(C)OC1=CC=C(C=N1)C1=C(C=C(C=C1)NC(=O)NC1CCC(CC1)C)C=1N=NN(N1)C(C1=CC=CC=C1)(C1=CC=CC=C1)C1=CC=CC=C1 1-(4-(6-ethoxypyridin-3-yl)-3-(2-trityl-2H-tetrazol-5-yl)phenyl)-3-(4-methylcyclohexyl)urea